6-[2-(5-chloro-2-fluoro-phenyl)imidazo[1,2-a]pyridin-3-yl]-3-[1-(3-piperidyl)pyrazol-4-yl]quinoline ClC=1C=CC(=C(C1)C=1N=C2N(C=CC=C2)C1C=1C=C2C=C(C=NC2=CC1)C=1C=NN(C1)C1CNCCC1)F